2-((S)-1-propenoyl-4-((S)-4-chloro-2'-(((S)-1-methylpyrrolidin-2-yl)methoxy)-3-(trifluoromethyl)-5',8'-dihydro-6'H-spiro[inden-1,7'-quinazolin]-4'-yl)piperazin-2-yl)acetonitrile C(C=C)(=O)N1[C@H](CN(CC1)C1=NC(=NC=2C[C@@]3(CCC12)C=C(C1=C(C=CC=C13)Cl)C(F)(F)F)OC[C@H]1N(CCC1)C)CC#N